NC1=NC=2C=CC(=CC2C2=C1N(N=C2)C)C(=O)N([C@@H]2COCC1=C2C=CC(=C1)C(F)(F)F)C 4-amino-N,3-dimethyl-N-((4S)-7-(trifluoromethyl)-3,4-dihydro-1H-2-benzopyran-4-yl)-3H-pyrazolo[3,4-c]quinoline-8-carboxamide